CN(C(=O)C1=CC=C(C=C1)NC=1C=CC(=NC1OC)C1=CC=CC2=C1OC(CO2)C[NH-])C {8-[5-(4-dimethylcarbamoyl-phenylamino)-6-methoxy-pyridin-2-yl]-2,3-dihydro-benzo[1,4]dioxin-2-ylmethyl}-amid